ClC=1C=NC(=NC1)N1CCC(CC1)CCCOC1=CC(=C(C=C1)CC(=O)N1C[C@H](CC1)C(=O)NC(CO)(CO)CO)F (3S)-1-[2-[4-[3-[1-(5-chloropyrimidin-2-yl)-4-piperidyl]propoxy]-2-fluoro-phenyl]acetyl]-N-[2-hydroxy-1,1-bis(hydroxymethyl)ethyl]pyrrolidine-3-carboxamide